9H-xanthone C1=CC=CC=2OC3=CC=CC=C3C(C12)=O